[I-].C[N+]1(C(CCCC1)CCCN(C1=CC=CC=C1)C1CC2=CC=CC=C2C1)C 1,1-dimethyl-2-[3-((indan-2-yl)(phenyl)amino)propyl]piperidinium iodide